1-((2R,4S,5R)-5-allyl-4-((tert-butyldimethylsilyl)oxy)-5-(((tert-butyldimethylsilyl)oxy)methyl)tetrahydrofuran-2-yl)-4-aminopyrimidin-2(1H)-one C(C=C)[C@]1([C@H](C[C@@H](O1)N1C(N=C(C=C1)N)=O)O[Si](C)(C)C(C)(C)C)CO[Si](C)(C)C(C)(C)C